6-((1R,5S,6s)-3-(2-bromopyridin-4-yl)-3-azabicyclo[3.1.1]heptan-6-yl)hexan-1-ol BrC1=NC=CC(=C1)N1C[C@H]2C([C@@H](C1)C2)CCCCCCO